Cl.N1=C(N=CC=C1)N1N=CN=C1C(C)N 1-(2-pyrimidin-2-yl-1,2,4-triazol-3-yl)ethylamine hydrochloride